Cl.NC[C@H](C)NC(=O)C1=CN(CCS1)C=1C2=C(N=CN1)NC=C2 (S)-N-(1-aminopropan-2-yl)-4-(7H-pyrrolo[2,3-d]pyrimidin-4-yl)-3,4-dihydro-2H-1,4-thiazine-6-carboxamide hydrochloride